5-(phenanthrene-9-carboxamido)-1-phenyl-1H-pyrazole-3-carboxylic acid C1=CC=CC=2C3=CC=CC=C3C(=CC12)C(=O)NC1=CC(=NN1C1=CC=CC=C1)C(=O)O